6-methyl-4-[(1-methylcyclopropyl)amino]-N-{[5-(trifluoromethyl)-1,2,4-oxadiazol-3-yl]methyl}furo[2,3-d]pyrimidine-5-carboxamide CC1=C(C2=C(N=CN=C2NC2(CC2)C)O1)C(=O)NCC1=NOC(=N1)C(F)(F)F